1-(3-(5-amino-3-(5-((4-cyclopropylpyridin-2-yl)oxy)pyridin-2-yl)imidazo[1,5-c]pyrimidin-1-yl)pyrrolidin-1-yl)prop-2-en-1-one NC1=NC=CC=2N1C(=NC2C2CN(CC2)C(C=C)=O)C2=NC=C(C=C2)OC2=NC=CC(=C2)C2CC2